Cl.CC(C#N)(C)C1CNCC1 2-methyl-2-(pyrrolidin-3-yl)propanenitrile hydrochloride